C(C)(=O)OC=1C=CCOC1 pyran-5-yl acetate